oxazolo[5,4-h]quinazolin-2-amine hydrochloride Cl.N1=C(OC=2C=CC=3C=NC=NC3C21)N